OC1=NC(=CN=C1)B(O)O 2-HYDROXYPYRAZINE-6-BORONIC ACID